2-chloro-4-[(2-methoxyphenyl-ethyl)amino]pyrimidin-5-carboxamide ClC1=NC=C(C(=N1)NCCC1=C(C=CC=C1)OC)C(=O)N